1-[(1-Ethyl-2-{3-[(4-fluorophenyl)amino]prop-1-yn-1-yl}-1H-indol-5-yl)methyl]-N,N-dimethylpiperidin-4-amine C(C)N1C(=CC2=CC(=CC=C12)CN1CCC(CC1)N(C)C)C#CCNC1=CC=C(C=C1)F